CS(=O)(=O)C1=CC(=C(C=C1)NCC#CC=1N(C=2C=CC=C(C2C1)NC1CCN(CC1)C)CC(F)(F)F)OC(F)(F)F 2-(3-{[4-methanesulfonyl-2-(trifluoromethoxy)phenyl]amino}prop-1-yn-1-yl)-N-(1-methylpiperidin-4-yl)-1-(2,2,2-trifluoroethyl)-1H-indol-4-amine